Cl.COC=1C=C2C(=CC=NC2=CC1)N[C@H]1CNCC1 (R)-6-methoxy-N-(pyrrolidin-3-yl)quinolin-4-amine hydrochloride